(4-(((3-aminoquinolin-4-yl)amino)methyl)phenyl)carbamic acid tert-butyl ester C(C)(C)(C)OC(NC1=CC=C(C=C1)CNC1=C(C=NC2=CC=CC=C12)N)=O